C(C)(C)C1=C2C=C(N=CC2=C(N=C1)N1[C@@H](CC1)C)NC1=NC(=NC=C1)N1C[C@H]([C@H](CC1)OC)O (3R,4S)-1-(4-((5-isopropyl-8-((R)-2-methylazetidin-1-yl)-2,7-naphthyridin-3-yl)amino)pyrimidin-2-yl)-4-methoxypiperidin-3-ol